OC1=C2CN(C(C2=CC=C1)=O)C1C(NC(CC1)=O)=O 3-(4-hydroxy-1-oxo-3H-isoindol-2-yl)piperidine-2,6-dione